9-methyl-8-oxo-2,3,7,15-tetraazatricyclo[12.3.1.02,6]Octadeca-1(18),3,5,14,16-pentaene-4-carboxylic acid methyl ester COC(=O)C1=NN2C=3C=CN=C(CCCCC(C(NC2=C1)=O)C)C3